CN1N=CC(=C1)C=O (1-methyl-1H-pyrazol-4-yl)methanone